(S)-2-amino-1-(4-(3-(2-methoxyphenyl)pyrazolo[1,5-a]pyrimidin-5-yl)piperazin-1-yl)-3-methylbutan-1-one N[C@H](C(=O)N1CCN(CC1)C1=NC=2N(C=C1)N=CC2C2=C(C=CC=C2)OC)C(C)C